C(C)C1=C(C=CC=C1)OB(O)O (2-ethylphenyl)boric acid